N1N=CC2=CC(=CC=C12)NC=1C(=NC=CC1)C(=O)NC=1C(=NN(C1)CCOCCOC)C1=NC=CC=C1 ((1H-indazol-5-yl)amino)-N-(1-(2-(2-methoxyethoxy)ethyl)-3-(pyridin-2-yl)-1H-pyrazol-4-yl)picolinamide